7-(5-(5-(3-oxa-6-azabicyclo[3.1.1]heptan-6-yl)-1,3,4-thiadiazol-2-yl)-4-(isopropylamino)pyridin-2-yl)pyrrolo[1,2-b]pyridazine-3-carbonitrile C12COCC(N1C1=NN=C(S1)C=1C(=CC(=NC1)C1=CC=C3N1N=CC(=C3)C#N)NC(C)C)C2